FC(C1=NN=C2N1CCC(C2)C=O)F 3-(difluoromethyl)-5,6,7,8-tetrahydro-[1,2,4]triazolo[4,3-a]pyridine-7-carbaldehyde